2-[(2E)-2-(aminomethyl)-3-fluoroprop-2-en-1-yl]-4-{[4-(1-ethyl-1H-pyrazol-4-yl)thiophen-3-yl]methyl}-2,4-dihydro-3H-1,2,4-triazol-3-one NC/C(/CN1N=CN(C1=O)CC1=CSC=C1C=1C=NN(C1)CC)=C\F